L-tyrosine-d7 monoammonium malate C(C(O)CC(=O)O)(=O)[O-].[NH4+].N([C@@](C(C=1C(=C(C(=CC1)O)[2H])[2H])([2H])[2H])(C(=O)O)[2H])([2H])[2H]